N1CC(C1)CN1C(=NC2=NC=C(C=C21)C=2C=CN1N=CC=C(C12)OC)C 1-(azetidin-3-ylmethyl)-6-(4-methoxypyrrolo[1,2-b]pyridazin-5-yl)-2-methyl-1H-imidazo[4,5-b]pyridine